1,1'-biphenyl-2,3'-dicarboxylic acid C=1(C(=CC=CC1)C(=O)O)C1=CC(=CC=C1)C(=O)O